N-(cyclopropylmethyl)-7-morpholino-5-(3-(m-tolyl)-1H-pyrazol-1-yl)pyrazolo[1,5-a]pyrimidine-2-carboxamide C1(CC1)CNC(=O)C1=NN2C(N=C(C=C2N2CCOCC2)N2N=C(C=C2)C=2C=C(C=CC2)C)=C1